(3aR,5aR,6R,8aR)-4-methoxy-2,2-dimethylhexahydrocyclopenta[2,3]furo[3,4-d][1,3]dioxol-6-yl 4-methylbenzenesulfonate CC1=CC=C(C=C1)S(=O)(=O)O[C@@H]1CC[C@]23OC(O[C@H]2C(O[C@@H]31)OC)(C)C